COCOC=1C(=NC=CC1)C=O 3-(methoxymethoxy)picolinaldehyde